N,N'-bis(salicylidene)-1,3-propylenediamine C(C=1C(O)=CC=CC1)=NCCCN=CC=1C(O)=CC=CC1